C(CCCCC)C(C(=O)OCCCCCC(CCCCCSCC(CCCCCC)OC(CCCCC(C)C)=O)N(C)CCCCO[Si](C1=CC=CC=C1)(C1=CC=CC=C1)C(C)(C)C)CCCCCCCC 6-((4-((tert-butyldiphenylsilyl)oxy)-butyl)(methyl)amino)-11-((2-((6-methylheptanoyl)-oxy)octyl)thio)undecyl 2-hexyldecan-oate